C(CCCCCCCCCCCCCCC)NCCC(=O)[O-].[Na+] Sodium β-hexadecylaminopropionate